11-(ferrocenyl)undecanthiol [C-]1(C=CC=C1)CCCCCCCCCCCS.[CH-]1C=CC=C1.[Fe+2]